Tert-butyl (2,4,5,6-tetrahydro-1H-cyclobuta[f]inden-3-yl)carbamate C1CC=2C1=CC=1CCCC1C2NC(OC(C)(C)C)=O